2-(6-(((1S,2S,3R,5R)-2-fluoro-8-azabicyclo[3.2.1]octan-3-yl)oxy)pyridazin-3-yl)-5-(1H-imidazol-1-yl)phenol F[C@H]1[C@@H]2CC[C@H](C[C@H]1OC1=CC=C(N=N1)C1=C(C=C(C=C1)N1C=NC=C1)O)N2